FC(C(=O)CC(=O)[O-])(F)F trifluoroacetylacetoate